tert-butyl (R)-4-(3-(2-((6-(bis(tert-butoxycarbonyl) amino)-9H-purin-9-yl) methyl)-3,4-dichlorophenoxy) propyl)-1,2,3-oxa-thiazolidine-3-carboxylate 2,2-dioxide C(C)(C)(C)OC(=O)N(C1=C2N=CN(C2=NC=N1)CC1=C(OCCC[C@H]2N(S(OC2)(=O)=O)C(=O)OC(C)(C)C)C=CC(=C1Cl)Cl)C(=O)OC(C)(C)C